C(C)O[Si](OCC)(OCC)C=CCCCC triethoxysilyl-hexene